N,N-dimethyl-1-(naphthylmethyl-1-yl)methylamine CN(C)C=CC1=CC=CC2=CC=CC=C12